3-(3,5-dimethylcyclohexylmethoxy)-1,2-propanediol CC1CC(CC(C1)C)COCC(CO)O